1-[[5-(3-chloro-5-fluoro-phenyl)-4H-1,2,4-triazol-3-yl]methyl]piperazine hydrochloride Cl.ClC=1C=C(C=C(C1)F)C=1NC(=NN1)CN1CCNCC1